(4-(6-Fluoroquinolin-4-yl)cyclohexyl)methanol FC=1C=C2C(=CC=NC2=CC1)C1CCC(CC1)CO